ClC=1C=C(C=CC1)NC1=NC=2C=C(C=CC2C2=C1N(N=C2)C)C(=O)OC Methyl 4-((3-chlorophenyl)amino)-3-methyl-3H-pyrazolo[3,4-c]quinoline-7-carboxylate